2,6-dimethyl-3,4-pyridinedicarboxylic anhydride CC1=NC(=CC2=C1C(=O)OC2=O)C